ClC=1C=C(C=CC1)N1CCN(CC1)C[C@H]1CC(C(N1)=O)(CC)CC (R)-5-((4-(3-chlorophenyl)piperazin-1-yl)methyl)-3,3-diethylpyrrolidin-2-one